FC(C(C(F)(F)F)(O)C1=CC=C(C=C1)C1=C(C=C(C=C1)CN1CC2CCC(C1)N2CC2=CN=NC=C2)C)(F)F 1,1,1,3,3,3-hexafluoro-2-(2'-methyl-4'-((8-(pyridazin-4-ylmethyl)-3,8-diazabicyclo[3.2.1]octan-3-yl)methyl)-[1,1'-biphenyl]-4-yl)propan-2-ol